(S)-2-aminocaproic acid N[C@H](C(=O)O)CCCC